N-(1-hydroxy-2-methylpropan-2-yl)-8-(2-(2,2,2-trifluoroethoxy)phenyl)-6-(trifluoromethyl)imidazo[1,2-a]pyridine-2-carboxamide OCC(C)(C)NC(=O)C=1N=C2N(C=C(C=C2C2=C(C=CC=C2)OCC(F)(F)F)C(F)(F)F)C1